COC1=C(C=C(C=C1)[C@@H]1CC[C@H](CC1)CN(C(=O)[C@@H]1CC[C@H](CC1)NC(OC(C)(C)C)=O)C1=CC(=CC=C1)C1=CN=C(S1)OC)C tert-Butyl (trans-4-(((trans-4-(4-methoxy-3-methylphenyl)cyclohexyl)methyl)(3-(2-methoxythiazol-5-yl)phenyl)carbamoyl)cyclohexyl)carbamate